6-(8-(benzo[d]thiazol-2-ylcarbamoyl)-3,4-dihydroisoquinolin-2(1H)-yl)-3-(1-phenyl-1H-pyrazol-4-yl)picolinic acid tert-butyl ester C(C)(C)(C)OC(C1=NC(=CC=C1C=1C=NN(C1)C1=CC=CC=C1)N1CC2=C(C=CC=C2CC1)C(NC=1SC2=C(N1)C=CC=C2)=O)=O